2-(difluoromethoxy)-3,4,5,6-tetrafluoro-N-((2-((4-(4-methylpiperazin-1-yl)phenyl)amino)pyrimidin-5-yl)methyl)benzenesulfonamide FC(OC1=C(C(=C(C(=C1F)F)F)F)S(=O)(=O)NCC=1C=NC(=NC1)NC1=CC=C(C=C1)N1CCN(CC1)C)F